chloro-2-dimethylaminochloropropane tert-butyl-(1R,5S,7r)-7-((4-nitrobenzoyl)oxy)-3-oxa-9-azabicyclo[3.3.1]nonane-9-carboxylate C(C)(C)(C)OC(=O)N1[C@H]2COC[C@@H]1CC(C2)OC(C2=CC=C(C=C2)[N+](=O)[O-])=O.ClC(C(C)N(C)C)Cl